(4-((2-aminothiazolo[5,4-b]pyridin-5-yl)amino)-3-fluorophenyl)-4-ethoxy-1-(4-fluorophenyl)-2-keto-1,2-dihydropyridine-3-carboxamide NC=1SC2=NC(=CC=C2N1)NC1=C(C=C(C=C1)C=1C(=C(C(N(C1)C1=CC=C(C=C1)F)=O)C(=O)N)OCC)F